tetramethyl-1,3-cyclobutanedimethanol CC1(C(C(C1)(CO)C)(C)C)CO